N-(4-(4-(2-(4-(methylsulfonyl)piperazin-1-yl)-2-oxoethyl)phenyl)-1H-pyrrolo[2,3-b]pyridin-6-yl)cyclopropylcarboxamide CS(=O)(=O)N1CCN(CC1)C(CC1=CC=C(C=C1)C1=C2C(=NC(=C1)NC(=O)C1CC1)NC=C2)=O